B(F)(F)F.C(C)(C)(C)OC(=O)N1CC2(CC2C1)[K] (3-(tert-Butoxycarbonyl)-3-azabicyclo[3.1.0]hexane-1-yl)potassium trifluoroborate